N,N-dimethyln-octylamine CN(C)CCCCCCCC